FC(C(=O)N1CC(C1)N1N=C(C2=NC=CC(=C21)C2=NC(=NO2)C(C)C)C2=CC=C(C=C2)C(F)(F)F)=C 2-fluoro-1-(3-(7-(3-isopropyl-1,2,4-oxadiazol-5-yl)-3-(4-(trifluoromethyl)phenyl)-1H-pyrazolo[4,3-b]pyridin-1-yl)azetidin-1-yl)prop-2-en-1-one